N1(N=CC=C1)C1=NN(C2=CC=C(C=C12)N)C1OCCCC1 3-(1H-pyrazol-1-yl)-1-(tetrahydro-2H-pyran-2-yl)-1H-indazol-5-amine